Tert-butyl 3-(1-(2,6-dioxopiperidin-3-yl)-3-methyl-2-oxo-2,3-dihydro-1H-benzo[d]imidazol-5-yl)pyrrolidine-1-carboxylate O=C1NC(CCC1N1C(N(C2=C1C=CC(=C2)C2CN(CC2)C(=O)OC(C)(C)C)C)=O)=O